[Si](C1=CC=CC=C1)(C1=CC=CC=C1)(C(C)(C)C)OCC=1C=C(COC=2C=NC=C(C(=O)[O-])C2)C=C(C1)OC 5-((3-(((tert-butyldiphenylsilyl)oxy)methyl)-5-methoxybenzyl)oxy)nicotinate